4-Fluoro-N-(2-((2S,3R)-2-methylpiperidin-3-yl)thieno[2,3-b]pyridin-4-yl)benzo[d]thiazol-5-amine FC1=C(C=CC2=C1N=CS2)NC2=C1C(=NC=C2)SC(=C1)[C@H]1[C@@H](NCCC1)C